CC1=CC=C(OCC(=O)N(C2=NC=CC=C2)CCSC)C=C1 2-(4-Methylphenoxy)-N-(2-methylsulfanylethyl)-N-(2-pyridyl)acetamid